2-(4-methylpiperazin-1-yl)propane CN1CCN(CC1)C(C)C